P(=S)(SC(C)C)(OCCCCCC)[O-].[Zn+2].C(C)(C)SP(=S)(OCCCCCC)[O-] zinc isopropyl methyl-amyl dithiophosphate